FC(OC=1C=C2C=C([C@H](OC2=CC1)C(F)(F)F)C(=O)O)(F)F (S)-6-(trifluoromethoxy)-2-(trifluoromethyl)-2H-chromene-3-carboxylic acid